(9H-fluoren-9-yl)methyl (3-((((9H-fluoren-9-yl)methoxy)carbonyl)amino)propyl)(3-((tert-butoxy carbonyl)amino)propyl)carbamate C1=CC=CC=2C3=CC=CC=C3C(C12)COC(=O)NCCCN(C(OCC1C2=CC=CC=C2C=2C=CC=CC12)=O)CCCNC(=O)OC(C)(C)C